(3-hydroxytetrahydrofuran-2,5-diyl)dimethanol OC1C(OC(C1)CO)CO